(R)-3-[[6-[3-(Difluoromethyl)-4-fluoro-phenyl]pyrazolo[4,3-b]pyridin-1-yl]methyl]-1-methyl-pyrrolidin-2-one FC(C=1C=C(C=CC1F)C=1C=C2C(=NC1)C=NN2C[C@@H]2C(N(CC2)C)=O)F